S1CCN(CC1)CNC(N)=O 3-(thiomorpholinomethyl)urea